4-(tert-butyl)-N-(3'-chloro-4'-methoxy-2-(2H-tetrazol-5-yl)-[1,1'-biphenyl]-4-yl)piperidine-1-carboxamide C(C)(C)(C)C1CCN(CC1)C(=O)NC1=CC(=C(C=C1)C1=CC(=C(C=C1)OC)Cl)C=1N=NNN1